C(#N)C=1C=C(C(=O)O[Li])C=CC1OCC1CN(CC1)C lithio 3-cyano-4-[(1-methylpyrrolidin-3-yl)methoxy]benzoate